BrC1=C(C=C(C=C1)S(=O)(=O)N1[C@@H](CCC1)CO)Cl (S)-(1-((4-bromo-3-chlorophenyl)sulfonyl)pyrrolidin-2-yl)methanol